ClC=1C=CC(=NC1)C1=NC(=NC2=NC(=C(N=C12)C)C)N1C[C@@H](OCC1)C=1C=NN(C1)C (S)-4-(4-(5-chloropyridin-2-yl)-6,7-dimethylpteridin-2-yl)-2-(1-methyl-1H-pyrazol-4-yl)morpholine